C(C=C)(=O)OCCC[Si](O[SiH2]CCCCCC)(O[SiH2]CCCCCC)C acryloxypropylmethylbis(hexylsiloxy)silane